C(C1=CC=CC=C1)C(C(=O)NC=1C=NC2=C(C=CC=C2C1)F)CC1(CC1)C 2-benzyl-N-(8-fluoro-3-quinolyl)-3-(1-methylcyclopropyl)-propanamide